(1S)-1-[1-(2,2-dimethylpropyl)-5-fluoro-6-(4,4,5,5-tetramethyl-1,3,2-dioxaborolan-2-yl)indol-3-yl]-2,2,2-trifluoro-ethanamine CC(CN1C=C(C2=CC(=C(C=C12)B1OC(C(O1)(C)C)(C)C)F)[C@@H](C(F)(F)F)N)(C)C